N-((2-(2,6-dioxopiperidin-3-yl)-1-oxoisoindolin-5-yl)methyl)-6-methyl-2H-chromene-3-carboxamide O=C1NC(CCC1N1C(C2=CC=C(C=C2C1)CNC(=O)C=1COC2=CC=C(C=C2C1)C)=O)=O